C(C)(C)(C)OC(=O)N1C[C@@H](CCC1)N1C(CCC1)=O (R)-3-(2-oxopyrrolidin-1-yl)piperidine-1-carboxylic acid tert-butyl ester